O=C1NC(CCC1N1C(C2=CC=C(C=C2C1=O)N1C2CN(CC1CC2)CC2CCN(CC2)CCOC2=CC=C(C=C2)C(=C(CC)C2=CC=CC=C2)C2=CC=CC=C2)=O)=O 2-(2,6-dioxopiperidin-3-yl)-5-(3-((1-(2-(4-(1,2-diphenylbut-1-en-1-yl)phenoxy)ethyl)piperidin-4-yl)methyl)-3,8-diazabicyclo[3.2.1]octan-8-yl)isoindoline-1,3-dione